C(C1=CC=CC=C1)N(C=1C(=C(C=CC1[N+](=O)[O-])C(C(=O)O)CC(C)(F)F)F)CC1=CC=CC=C1 2-[3-(dibenzylamino)-2-fluoro-4-nitrophenyl]-4,4-difluoropentanoic acid